C(C=C)N1CCN(CC1)CC=C bis(allyl)piperazine